COC1=CC=C(CN(C2=NC=NN3C2=NC=C3C=3C=NN(C3)C=3C=C(C=CC3C)NC(C3=CC(=CC=C3)C(F)(F)F)=O)CC3=CC=C(C=C3)OC)C=C1 N-(3-(4-(4-(bis(4-methoxybenzyl)amino)imidazo[2,1-f][1,2,4]triazin-7-yl)-1H-pyrazol-1-yl)-4-methylphenyl)-3-(trifluoromethyl)benzamide